5-(1-Bromoethyl)-2-(2-methyl-1,3-dioxolan-2-yl)pyrimidine BrC(C)C=1C=NC(=NC1)C1(OCCO1)C